8-amino-4-(3-bromophenyl)-1H-benzo[b][1,4]diazepin-2(3H)-one NC=1C=CC2=C(NC(CC(=N2)C2=CC(=CC=C2)Br)=O)C1